C(C1=CC=CC=C1)N1N=CC2CC(CCC12)C1=NCC(CC1)C 1-benzyl-5-(5-methyl-3,4,5,6-tetrahydropyridin-2-yl)-3a,4,5,6,7,7a-Hexahydro-1H-Indazole